(1-pyrrolin-2-yl)pyridine N1=C(CCC1)C1=NC=CC=C1